CC1C(CCCC)C(NC1=O)=O heptane-2,3-dicarboximide